4-(3-(trifluoromethyl)-1H-pyrazol-1-yl)benzonitrile FC(C1=NN(C=C1)C1=CC=C(C#N)C=C1)(F)F